N-(3,4-dimethylphenyl)-4-[3-(3,5-dimethylpyrazol-1-yl)-6-oxopiperidin-1-yl]pyridin-3-one CC=1C=C(C=CC1C)N1CC(C(C=C1)N1CC(CCC1=O)N1N=C(C=C1C)C)=O